O1C(COCC1)CCOC=1C=NC=CC1CN 1-{3-[2-(1,4-dioxan-2-yl)ethoxy]pyridin-4-yl}methanamine